5-((4-isopropylbenzyl)amino)-5-oxopentanoic acid C(C)(C)C1=CC=C(CNC(CCCC(=O)O)=O)C=C1